OC1=C(C=CC=C1)CC(=O)NC1=CC=C(C=C1)N1C2=C(NC(CC1=O)=O)C1=CC=CC=C1C=C2 5-[4-[(2-hydroxyphenylacetyl)amino]phenyl]-1H-naphtho[1,2-B][1,4]diazepine-2,4(3H,5h)-dione